6-(2,7-dimethyl-2H-indazol-5-yl)-N-methyl-N-(2-methylpiperidin-4-yl)-1,3-benzothiazol-2-amine CN1N=C2C(=CC(=CC2=C1)C1=CC2=C(N=C(S2)N(C2CC(NCC2)C)C)C=C1)C